C(C(C)C)S(=O)(=O)C1=C(OC2=C(C=C(C=C2)C2=NOC(=N2)CN2C(N(C(C2=O)(CCC)C)CCN2CCOCC2)=O)C(F)(F)F)C=CC=C1 3-((3-(4-(2-(isobutylsulfonyl)phenoxy)-3-(trifluoromethyl)phenyl)-1,2,4-oxadiazol-5-yl)methyl)-5-methyl-1-(2-morpholinoethyl)-5-propylimidazolidine-2,4-dione